C(OC=CC)([O-])=O propenyl carbonate